2-chloro-9-isopropyl-isoxazolo[5,4-h]quinazoline-6-carbaldehyde ClC1=NC2=C3C(=C(C=C2C=N1)C=O)ON=C3C(C)C